C(C)(C)NC1=NC(=NC=C1CC1=C(C=C(C(=C1)OC)OC)C(C)C)N N*4*-Isopropyl-5-(2-isopropyl-4,5-dimethoxy-benzyl)-pyrimidine-2,4-diamine